Tert-Butyl 3-(trifluoromethyl)-5,6,9,10-tetrahydro-4H-[1,2]oxazolo[3,4-c]pyrido[4',3':3,4]-pyrazolo[1,5-a]azepine-11(12H)-carboxylate FC(C=1ON=C2C=3N(CCCC21)N=C2C3CN(CC2)C(=O)OC(C)(C)C)(F)F